FCC1N(CCNC1)C (fluoromethyl)-1-methylpiperazine